(E)-3-(1-(4-fluorophenyl)-2-(trimethylsilyl)ethenyl)-N-(2-(pyrrolidin-1-yl)ethyl)pyridin-2-amine FC1=CC=C(C=C1)/C(=C\[Si](C)(C)C)/C=1C(=NC=CC1)NCCN1CCCC1